(((5-methyl-1,3-phenylene)bis(oxy))bis(methylene))bis(N-propylbenzamidine) dihydrochloride Cl.Cl.CC=1C=C(C=C(C1)OCC1=C(C(=N)NCCC)C=CC=C1)OCC1=C(C(=N)NCCC)C=CC=C1